3-(N-(4-chloro-5-cyano-2-(2-methoxycyclobutoxy)phenyl)sulfamoyl)-4-cyclopropylbenzoic acid methyl ester COC(C1=CC(=C(C=C1)C1CC1)S(NC1=C(C=C(C(=C1)C#N)Cl)OC1C(CC1)OC)(=O)=O)=O